C(CCCCCCCCCCCCCCCCC)(=O)OC[C@@H](OC(CCC\C=C/C\C=C/C\C=C/C\C=C/CCCCC)=O)CO 1-stearoyl-2-arachidonoyl-sn-glycerol